ClC=1C=C(C=CC1)C=1C=C(C(=NC1)C(=O)NCC(=O)O)O [5-(3-chlorophenyl)-3-hydroxypyridine-2-carboxamido]acetic acid